F[C@@H]1[C@@H](C1)C1=NC(=NO1)C1(CCN(CC1)C(=O)NC1=C(C=CC=C1C(F)(F)F)N1CCN(CC1)C(C)C)C 4-{5-[(1S,2S)-2-fluorocyclopropyl]-1,2,4-oxadiazol-3-yl}-N-[2-(4-isopropylpiperazin-1-yl)-6-(trifluoromethyl)phenyl]-4-methylpiperidine-1-carboxamide